5-fluoro-4-nitro-1H-indazole FC=1C(=C2C=NNC2=CC1)[N+](=O)[O-]